C(C1=CC=CC=C1)OC1=NC(=NC(=C1[C@@H](C)NC)C)[C@@H]1O[C@]([C@H]([C@H]1C1=C(C(=C(C=C1)F)F)OC)C)(C(F)(F)F)C |o1:14,19,21,22,23| rel-(R)-1-(4-(Benzyloxy)-2-((2R*,3S*,4S*,5R*)-3-(3,4-difluoro-2-methoxyphenyl)-4,5-dimethyl-5-(trifluoromethyl)tetrahydrofuran-2-yl)-6-methylpyrimidin-5-yl)-N-methylethan-1-amine